C(C)(C)(C)C1N(CC(C1O)CS(=O)(=O)C1=CC=CC=C1)C(=O)OCC=1N=CSC1C(F)(F)F (5-(trifluoromethyl)thiazol-4-yl)methanol tert-butyl-trans-3-hydroxy-4-(phenylsulfonylmethyl)pyrrolidine-1-carboxylate